O1CC=CN=C1 [1,5]oxazine